COC1=NC(=NC=C1)C=1C=C2C(=CNC2=CC1)C#N 5-(4-methoxypyrimidin-2-yl)-1H-indole-3-carbonitrile